CC1=CCC[C@]2([C@H]1C[C@H](CC2)C(=C)CCC=C(C)C)C The molecule is a diterpenoid that is 1,2,3,4,4a,5,6,8a-octahydronaphthalene substituted by methyl groups at positions 4a and 8 and a 6-methylhepta-1,5-dien-2-yl group at position 2 (the 2S,4aR,8aR-stereoisomer). It has been isolated from from the Hainan soft coral Lobophytum cristatum. It has a role as a coral metabolite. It is a diterpenoid, a carbobicyclic compound and a member of octahydronaphthalenes.